COC1=C(C=CC(=C1)C(F)(F)F)C1=C2C(=C(N=N1)N[C@H]1C[C@@](CC1)(O)C)C=NC=C2 (1R,3R)-3-[[1-[2-methoxy-4-(trifluoromethyl)phenyl]pyrido[3,4-d]pyridazin-4-yl]amino]-1-methyl-cyclopentanol